CNC(=O)C1C(C1)C=C N-methyl-2-vinylcyclopropane-1-carboxamide